7-(1,4-diazepan-1-yl)-2-(1-ethyl-3-methylpyrrolo[1,2-a]pyrazin-7-yl)-4H-pyrido[1,2-a]pyrimidin-4-one N1(CCNCCC1)C=1C=CC=2N(C(C=C(N2)C=2C=C3N(C=C(N=C3CC)C)C2)=O)C1